methyl (R)-2-(5-((5-(2-amino-6-bromo-1H-benzo[d]imidazol-1-yl)-4-methylpentyl)oxy)-1-methyl-1H-pyrazol-4-yl)-6-methylisonicotinate NC1=NC2=C(N1C[C@@H](CCCOC1=C(C=NN1C)C=1C=C(C(=O)OC)C=C(N1)C)C)C=C(C=C2)Br